(1R,3S,5R)-2-(2-(4-amino-7H-pyrrolo[2,3-d]pyrimidin-7-yl)acetyl)-N-((S)-1-(3-chloro-2-fluorophenyl)ethyl)-2-azabicyclo[3.1.0]hexane-3-carboxamide NC=1C2=C(N=CN1)N(C=C2)CC(=O)N2[C@@H]1C[C@@H]1C[C@H]2C(=O)N[C@@H](C)C2=C(C(=CC=C2)Cl)F